(4S)-N-(7-chloro-6-(1-((3R,4R)-4-fluoro-3-methyltetrahydrofuran-3-yl)piperidin-4-yl)isoquinolin-3-yl)-2,2-dimethyltetrahydro-2H-pyran-4-carboxamide ClC1=C(C=C2C=C(N=CC2=C1)NC(=O)[C@@H]1CC(OCC1)(C)C)C1CCN(CC1)[C@@]1(COC[C@@H]1F)C